ClC1=C(C(=O)N2CCC(CC2)C(=O)O)C=CC(=C1)NC=1C=2N(C=CN1)C(=CN2)I 1-[2-chloro-4-[(3-iodoimidazo[1,2-a]pyrazin-8-yl)amino]benzoyl]piperidine-4-carboxylic acid